S1N=CC(=C1)NC1=CC=C(C(=N1)C(=O)NCCC1=CC=C(C=C1)OC(F)(F)F)OC 6-(isothiazol-4-ylamino)-3-methoxy-N-[2-[4-(trifluoromethoxy)phenyl]ethyl]pyridine-2-carboxamide